(5-chloro-1H-benzo[d]imidazol-2-yl)((3aR,5r,6aS)-5-(6-chloro-1H-indazol-4-yl)-5-hydroxyhexahydrocyclopenta[c]pyrrol-2(1H)-yl)methanone ClC1=CC2=C(NC(=N2)C(=O)N2C[C@@H]3[C@H](C2)CC(C3)(O)C3=C2C=NNC2=CC(=C3)Cl)C=C1